BrC1=C(SC(=C1)C)C(=O)O 3-bromo-5-methylthiophene-2-carboxylic acid